4-iodo-1,2-dihydropyridin-2-one IC1=CC(NC=C1)=O